BrC=1C=C2C3(CN(C(C2=CC1)=O)CC(=O)NC1=NC=C2C(=N1)N(N=C2C(F)(F)F)C2OCCCC2)CC3 2-(6'-bromo-1'-oxo-1'H-spiro[cyclopropane-1,4'-isoquinolin]-2'(3'H)-yl)-N-(1-(tetrahydro-2H-pyran-2-yl)-3-(trifluoromethyl)-1H-pyrazolo[3,4-d]pyrimidin-6-yl)acetamide